ClC1=NN2C(N=CC3=C2C(CC3)(C(F)(F)F)C)=C1 2-chloro-8-methyl-8-(trifluoromethyl)-7,8-dihydro-6H-cyclopenta[e]pyrazolo[1,5-a]pyrimidine